4-Amino-N-(4-(6-amino-8-butyl-9H-purin-9-yl)butyl)-3,5-difluorobenzamide NC1=C(C=C(C(=O)NCCCCN2C3=NC=NC(=C3N=C2CCCC)N)C=C1F)F